2H-ISOQUINOLIN-1-ONE-7-BORONIC ACID C1(NC=CC2=CC=C(C=C12)B(O)O)=O